C(C)(=O)N1CCN(C(CC1)C=1SC=C(N1)Br)C(=O)OC(C)(C)C tert-butyl 4-acetyl-7-(4-bromothiazol-2-yl)-1,4-diazepane-1-carboxylate